4-(tert-butyl)-2-(2,2-difluoro-1-hydroxyethyl)phenol C(C)(C)(C)C1=CC(=C(C=C1)O)C(C(F)F)O